isopropyl tertiary butyl peroxide C(C)(C)(C)OOC(C)C